5-[3-[1-[4,7-dimethyl-3-(1-methyl-4-piperidinyl)-5-oxo-pyrazolo[3,4-c]isoquinolin-9-yl]ethylamino]-6-methyl-2-pyridinyl]-N-methyl-pyridine-2-carboxamide CN1C(C=2C=C(C=C(C2C2=C1N(N=C2)C2CCN(CC2)C)C(C)NC=2C(=NC(=CC2)C)C=2C=CC(=NC2)C(=O)NC)C)=O